2-(2-(6,8-dioxo-2,5,7-triazaspiro[3.4]octan-2-yl)pyrimidin-4-yl)-1,6-naphthyridin O=C1NC2(CN(C2)C2=NC=CC(=N2)C2=NC3=CC=NC=C3C=C2)C(N1)=O